FC=1C=CC2=C(N=C(O2)NC=2OC3=C(N2)C=C(C=C3)C3(CC3)C(=O)[O-])C1.[Na+] sodium 1-[2-(5-fluoro-1,3-benzoxazol-2-ylamino)-1,3-benzoxazol-5-yl]cyclopropanecarboxylate